FC=1C=C2C(=C(NC2=C(C1)F)C1=CC=C(C=C1)F)C1CC(C1)NC(=O)N[C@H](CO)C 1-((1r,3S)-3-(5,7-Difluoro-2-(4-fluorophenyl)-1H-indol-3-yl)cyclobutyl)-3-((S)-1-hydroxypropan-2-yl)urea